CC1=C(C(=O)O[C@H]2O[C@H]([C@H]([C@@H]2OC(C2=CC=CC=C2)=O)F)N2C3=NC(=NC(=C3N=C2)Cl)N)C=CC=C1 ((2R,3R,4S,5R)-3-(benzoyloxy)-5-(2-amino-6-chloro-9H-purin-9-yl)-4-fluorotetrahydrofuran-2-yl) methylbenzoate